tert-butyl 7-[2-({4-[2-(3,3-difluoroazetidin-1-yl)-2-oxoethyl] phenyl} amino)-5H,6H,7H,8H-pyrido[3,4-d]pyrimidin-7-yl]-8-methyl-1H,2H,3H-pyrido[2,3-b][1,4]oxazine-1-carboxylate FC1(CN(C1)C(CC1=CC=C(C=C1)NC=1N=CC2=C(N1)CN(CC2)C2=C(C1=C(OCCN1C(=O)OC(C)(C)C)N=C2)C)=O)F